Cl.Cl hydrochloride HCl